14-fluoro-17-(2-hydroxyethyl)-9,16-dimethyl-10-oxa-2,12,18,20-tetrazapentacyclo[9.7.1.14,7.02,8.015,19]icosa-1(18),11,13,15(19),16-pentaene-20-carboxylate FC1=CN=C2OC(C3C4CCC(CN3C3=NC(=C(C1=C32)C)CCO)N4C(=O)[O-])C